CC=1OCC(N1)(CO)CO 2-methyl-4,4-dihydroxymethyl-4,5-dihydrooxazole